(Racemic)-5-(methylsulfonyl)-N-((2-(6-(((1,2,4,4-tetramethyl-5-oxopyrrolidin-2-yl)methyl)amino)pyridin-2-yl)-1,6-naphthyridin-7-yl)methyl)nicotinamide CS(=O)(=O)C=1C=NC=C(C(=O)NCC2=NC=C3C=CC(=NC3=C2)C2=NC(=CC=C2)NC[C@@]2(N(C(C(C2)(C)C)=O)C)C)C1 |r|